N-(2-(3-hydroxy-3-methylpyrrolidin-1-yl)-5-(trifluoromethyl)-phenyl)-5-(tetrahydro-2H-pyran-4-yl)furan-2-carboxamide OC1(CN(CC1)C1=C(C=C(C=C1)C(F)(F)F)NC(=O)C=1OC(=CC1)C1CCOCC1)C